bis(2-ethylhexyl)ammonium 4-methylbenzoate CC1=CC=C(C(=O)[O-])C=C1.C(C)C(C[NH2+]CC(CCCC)CC)CCCC